4-(4-amino-2-fluorophenyl)-6-methylbenzo[d]isoxazol-3-amine NC1=CC(=C(C=C1)C1=CC(=CC2=C1C(=NO2)N)C)F